C(C)(C)C1=CC=C(C=C2C(NC3=CC=CC=C23)=O)C=C1 3-(4-isopropylbenzylidene)indolin-2-one